N-(5-Cyclopropyl-1H-pyrazol-3-yl)-2-[(2-methyl-2-azaspiro[3.5]nonan-7-yl)oxy]pyrimidin-4-amine C1(CC1)C1=CC(=NN1)NC1=NC(=NC=C1)OC1CCC2(CN(C2)C)CC1